C1(CCCC1)C1C=2C=C(N=CC2CN(C1)C1=CC(=CC(=C1)C)F)C(=O)O 5-cyclopentyl-7-(3-fluoro-5-methylphenyl)-5,6,7,8-tetrahydro-2,7-naphthyridine-3-carboxylic acid